CC1=CC=CC(=N1)C1=C(N=CN1)C=1C=C2C=C(C=NC2=CC1)C(=O)OCCCN1CCCC1 3-pyrrolidin-1-ylpropyl 6-[5-(6-methyl-2-pyridyl)-1H-imidazol-4-yl]quinoline-3-carboxylate